N,N-dimethyl-2-(4-methyl-1H-pyrrolo[2,3-b]pyridin-3-yl)ethan-1-amine CN(CCC1=CNC2=NC=CC(=C21)C)C